COC1=CC=C(C=C1)C1=CC(=CC=C1)C(=O)O 4'-methoxy-[1,1'-biphenyl]-3-carboxylic acid